NC1CCC(CC1)C=1C=CC=C2C=C(N(C12)CC1CC1)C1=NC2=C(N1C)C(=CC(=C2)C(=O)N2[C@@H]1CC[C@H](C2)[C@H]1N)OC (1R,4R,7R)-2-{2-[7-(4-aminocyclohexyl)-1-(cyclopropylmethyl)-1H-indol-2-yl]-7-methoxy-1-methyl-1H-1,3-benzodiazole-5-carbonyl}-2-azabicyclo[2.2.1]heptan-7-amine